CN1N=NN=C1N1C(=NC2=C1C=CC=C2)OCC2=NC=CC(=C2)[N+](=O)[O-] 1-(1-methyl-1H-tetrazol-5-yl)-2-((4-nitropyridin-2-yl)methoxy)-1H-benzo[d]imidazole